ClC1=CC(=C(C2=CC=CC=C12)S(=O)C)B(O)O (4-chloro-1-(methylsulfinyl)naphthalen-2-yl)boronic acid